7-(4-methyl-3,4-dihydro-2H-pyrido[3,2-b][1,4]oxazin-7-yl)-4-phenyl-3,4-dihydro-1H-benzo[4,5]imidazo[2,1-c][1,4]oxazin CN1C2=C(OCC1)C=C(C=N2)C2=CC1=C(N=C3COCC(N31)C3=CC=CC=C3)C=C2